C(C)C1=C(NC2=CC=C(C=C12)S(=O)(=O)NC1=CC=C(C(=O)OCC)C=C1)CCC ethyl 4-(3-ethyl-2-propyl-1H-indole-5-sulfonamido)benzoate